OC[C@@H]1COC=2C(=CC=3CN(C(C3C2)=O)[C@@H]2C(NC(CC2)=O)=O)O1 (S)-3-((R)-2-(hydroxymethyl)-6-oxo-2,3,6,8-tetrahydro-7H-[1,4]dioxino[2,3-f]isoindol-7-yl)piperidine-2,6-dione